P(=O)(OC)(OC(C)(C)C)OC(C)(C)C methyl Di-Tert-Butyl Phosphate